ClC=1C(=NC(=CC1)C(F)(F)F)N 3-chloro-6-(trifluoromethyl)pyridine-2-amine